bistrifluoromethane lithium [Li].FC(F)F.FC(F)F